(S)-6-chloro-7-fluoro-2-(5-(1-fluoro-2-methoxyethyl)-4H-1,2,4-triazol-3-yl)-5-methoxy-1-methyl-3-(1H-pyrazol-4-yl)-1H-indole ClC1=C(C=C2C(=C(N(C2=C1F)C)C1=NN=C(N1)[C@@H](COC)F)C=1C=NNC1)OC